NC1=C2C(=CC=NC2=CC=C1)C(=O)O 5-aminoquinolin-4-carboxylic acid